3-(3-chloro-7,7a,8,9,10,11-hexahydro-6H-pyrazino[1,2-d]pyrido[3,2-b][1,4]oxazepine-9-carbonyl)pyrrolidin ClC1=CC=2OCCC3N(C2N=C1)CCN(C3)C(=O)C3CNCC3